(S)-2-(4-(2-Amino-3-((2,6-dichloropyridin-4-yl)methoxy)-3-oxopropyl)piperidin-1-yl)acetic acid dihydrochloride Cl.Cl.N[C@@H](CC1CCN(CC1)CC(=O)O)C(=O)OCC1=CC(=NC(=C1)Cl)Cl